(7S,9aR)-7-[8-amino-1-(4-{(1R)-1-hydroxy-1-[3-(trifluoromethyl)phenyl]ethyl}phenyl)imidazo[1,5-a]pyrazin-3-yl]-2-(1-methylethyl)octahydro-4H-pyrido[1,2-a]pyrazin-4-one NC=1C=2N(C=CN1)C(=NC2C2=CC=C(C=C2)[C@](C)(C2=CC(=CC=C2)C(F)(F)F)O)[C@H]2CC[C@H]1N(C(CN(C1)C(C)C)=O)C2